2-(bromomethyl)-5-((5-(difluoromethyl)-1,3,4-oxadiazol-2-yl))benzoic acid methyl ester COC(C1=C(C=CC(=C1)C=1OC(=NN1)C(F)F)CBr)=O